C(C)(C)(C)C=1C=C(C=C(C1O)C(C)(C)C)CCC(=O)NNC(CCC1=CC(=C(C(=C1)C(C)(C)C)O)C(C)(C)C)=O 3-(3,5-ditert-butyl-4-hydroxyphenyl)-N'-[3-(3,5-ditert-butyl-4-hydroxyphenyl)-propanoyl]propanehydrazide